5-fluoro-2-thiouracil FC=1C(NC(NC1)=S)=O